O[C@H](CN(C(CC1=CC2=CC=CC=C2C=C1)=O)CCC)C=1C=NC=CC1 N-[(2S)-2-hydroxy-2-(3-pyridyl)ethyl]-2-(2-naphthyl)-N-propyl-acetamide